FC1(CN(CC1(C)C)C=1C=2N(C(=CN1)F)N=C(C2)N2C(NC(C=C2)=O)=O)F [4-(3,3-difluoro-4,4-dimethyl-pyrrolidin-1-yl)-7-fluoro-pyrazolo[1,5-a]pyrazin-2-yl]-1H-pyrimidine-2,4-dione